O=C(C(=O)O)CCC1=CC=C2C=CC3=CC=CC4=CC=C1C2=C34 oxo-1-pyrenebutyric acid